methyl (S)-2-((2-(4-((tert-butoxycarbonyl)amino)-2,6-difluorophenyl)-7-chloro-6-fluoroimidazo[1,2-a]pyridin-3-yl) methyl)morpholine-4-carboxylate C(C)(C)(C)OC(=O)NC1=CC(=C(C(=C1)F)C=1N=C2N(C=C(C(=C2)Cl)F)C1C[C@H]1CN(CCO1)C(=O)OC)F